FC(C)(F)C=1C=C(C=CC1)N1C(OC=C1C)C1=CC=C(C=C1)OC(F)F N-(3-(1,1-difluoroethyl)phenyl)-2-(4-(difluoromethoxy)phenyl)-4-methyloxazole